FC(C1=C(C=CC(=C1)N)C1=CC(=C(C=C1)N)C(F)(F)F)(F)F 2,3'-bis(trifluoromethyl)-4,4'-diaminobiphenyl